N-(4-((4-chloro-2-(N-methylmethanesulfonamido)phenyl)amino)-2-methyl-3-oxo-2,3-dihydro-1H-pyrazolo[3,4-b]pyridin-6-yl)cyclopropanecarboxamide ClC1=CC(=C(C=C1)NC1=C2C(=NC(=C1)NC(=O)C1CC1)NN(C2=O)C)N(S(=O)(=O)C)C